5-(((1S,3S)-3-aminocyclopentyl)amino)-N-methylpyrazine-2-carboxamide N[C@@H]1C[C@H](CC1)NC=1N=CC(=NC1)C(=O)NC